2-(2-chlorophenyl)-5-hydroxy-8-[(3S,4R)-3-hydroxy-1-methylpiperidin-4-yl]-4-oxo-4H-1-benzopyran-7-yl (2-fluoroethyl)[(piperidin-2-yl)methyl]carbamate FCCN(C(OC1=C(C2=C(C(C=C(O2)C2=C(C=CC=C2)Cl)=O)C(=C1)O)[C@@H]1[C@@H](CN(CC1)C)O)=O)CC1NCCCC1